FC1(CCC(CC1)NC1=NC(=NC=C1)NC1CC2(CC(C2)OC2=C(C(=O)N)C=CC=N2)C1)F 2-(((2S,4s,6S)-6-((4-((4,4-difluorocyclohexyl)amino)pyrimidin-2-yl)amino)spiro[3.3]heptan-2-yl)oxy)nicotinamide